OCCC(CCCCCC)=O 1-hydroxy-nonane-3-one